O=C1[C@H](N2CCC1CC2)COP(=O)(OC2=CC=CC=C2)N[C@@H](C)C(=O)OCC(CC)CC 2-ethylbutyl ((((R)-3-oxoquinuclidin-2-yl)methoxy)(phenoxy)phosphoryl)-L-alaninate